(S)-2-(p-bromophenoxy)-3-butenoic acid BrC1=CC=C(O[C@H](C(=O)O)C=C)C=C1